(R)-7-[2-[3-(8-aminopyrido[3,4-d]pyrimidin-2-yl)-5-methyl-phenyl]ethynyl]-5,6-dihydro-cyclopenta[b]pyridin-7-ol NC1=NC=CC2=C1N=C(N=C2)C=2C=C(C=C(C2)C)C#C[C@@]2(CCC=1C2=NC=CC1)O